4-((14-bromo-3,6,9,12-tetraoxatetradecyloxy)-2,6-difluorophenyl)-2-(2-fluoro-2-methylpropyl)-3-methyl-2,3,4,9-tetrahydro-1H-pyrido[3,4-b]indole BrCCOCCOCCOCCOCCOC=1C(=C(C(=CC1)F)C1C(N(CC=2NC3=CC=CC=C3C21)CC(C)(C)F)C)F